4-(1-methylpyrazol-4-yl)isoquinoline tert-butyl-6-chloro-8-(5-(methoxycarbonyl)-2-methylpyridin-4-yl)-2,3-dihydro-4H-benzo[b][1,4]oxazine-4-carboxylate C(C)(C)(C)OC(=O)N1C2=C(OCC1)C(=CC(=C2)Cl)C2=CC(=NC=C2C(=O)OC)C.CN2N=CC(=C2)C2=CN=CC1=CC=CC=C21